FC=1C=C2C(=NC1)C(=CN2)C(=O)N=[N+]=[N-] 6-fluoro-1H-pyrrolo[3,2-b]pyridine-3-carbonyl azide